CC1(BOOCC1(C)C)C 4,4,5,5-tetramethyl-dioxaborine